3-(pyrrolidin-1-yl)quinoxaline-5-carbonitrile N1(CCCC1)C=1C=NC=2C=CC=C(C2N1)C#N